(4-(2,3-difluoro-4-(1H-pyrazol-4-yl)phenyl)-3,6-dihydropyridine-1(2H)-yl)(pyrrolidin-1-yl)methanone FC1=C(C=CC(=C1F)C=1C=NNC1)C=1CCN(CC1)C(=O)N1CCCC1